2-(cyclopropyloxy)-benzylamine C1(CC1)OC1=C(CN)C=CC=C1